S(C1=CC(=C(C=C1C)O)C(C)(C)C)C1=CC(=C(C=C1C)O)C(C)(C)C 4,4'-thio-bis-(2-tert-butyl-5-methylphenol)